N-(4-(2-(2-aminopyridin-3-yl)-5-phenyl-3H-imidazo[4,5-b]pyridin-3-yl)benzyl)-2-(4-formyl-3-hydroxyphenyl)-N-methylacetamide NC1=NC=CC=C1C1=NC=2C(=NC(=CC2)C2=CC=CC=C2)N1C1=CC=C(CN(C(CC2=CC(=C(C=C2)C=O)O)=O)C)C=C1